ClC=1C(=C(C=CC1F)[C@H](NC(=O)N1[C@@H](C(NCC1)=O)C)C1CCC(CC1)(F)F)F |o1:8| (2R)-N-((R or S)-(3-chloro-2,4-difluoro-phenyl)(4,4-difluoro-cyclohexyl)methyl)-2-methyl-3-oxo-piperazine-1-carboxamide